N-[(4-{5H,6H,7H,8H,9H-imidazo[1,2-a]azepine-3-sulfonyl}phenyl)methyl]imidazo[1,2-a]pyrimidine-6-carboxamide N=1C=C(N2C1CCCCC2)S(=O)(=O)C2=CC=C(C=C2)CNC(=O)C=2C=NC=1N(C2)C=CN1